[2-(2,3,4,5-tetramethylcyclopentadienyl)-4-t-butyl-6-tritylphenoxy]titanium dichloride [Cl-].[Cl-].CC=1C(C(=C(C1C)C)C)C1=C(O[Ti+2])C(=CC(=C1)C(C)(C)C)C(C1=CC=CC=C1)(C1=CC=CC=C1)C1=CC=CC=C1